2-Ethylhexan-1-Ol methyl-(S)-4'-oxo-2'-(((trifluoromethyl)sulfonyl)oxy)-6',7'-dihydro-4'H-spiro[cyclopropane-1,8'-pyrrolo[1,2-a]pyrimidine]-6'-carboxylate CC1=C(N=C2N(C1=O)[C@@H](CC21CC1)C(=O)OCC(CCCC)CC)OS(=O)(=O)C(F)(F)F